C(C(=C)C)(=O)OCCC[Si](O[Si](C)(C)C)(O[Si](C)(C)C)O[Si](C)(C)C 3-[Tris(trimethylsilyloxy)silyl]propyl methacrylate